C(C=C)N1C(C2=CC=C(C=C2C1(C)C)NC1=NC=C(C(=N1)N[C@H](CO)C1=CC=CC=C1)C1=NC(=NO1)C1=NC=CC=C1)=O (S)-2-allyl-5-((4-((2-hydroxy-1-phenylethyl)amino)-5-(3-(pyridin-2-yl)-1,2,4-oxadiazol-5-yl)pyrimidin-2-yl)amino)-3,3-dimethylisoindolin-1-one